2-(1-acryloyl-4-(8-chloro-6-fluoro-7-(3-hydroxynaphthalen-1-yl)-4-(((S)-1-methylpyrrolidin-2-yl)methoxy)-1H-imidazo[4,5-c]quinolin-1-yl)piperidin-2-yl)acetonitrile C(C=C)(=O)N1C(CC(CC1)N1C=NC=2C(=NC=3C(=C(C(=CC3C21)Cl)C2=CC(=CC1=CC=CC=C21)O)F)OC[C@H]2N(CCC2)C)CC#N